(4Z)-4-[(1-methylindazol-5-yl)methylene]-2-(2-pyridylamino)-1H-imidazol-5-one CN1N=CC2=CC(=CC=C12)\C=C\1/N=C(NC1=O)NC1=NC=CC=C1